cetylstearyl ether C(CCCCCCCCCCCCCCC)OCCCCCCCCCCCCCCCCCC